FC(C)(F)C1=C(C=C(C=C1)S(=O)(=O)Cl)F 4-(1,1-difluoroethyl)-3-fluoro-benzenesulfonyl chloride